3-chloro-2-(2-fluorobenzyl)-6-((1R,2R)-2-(fluoromethyl)cyclopropyl)-2,6-dihydro-7H-pyrazolo[3,4-d]pyridazin-7-one ClC=1N(N=C2C(N(N=CC21)[C@H]2[C@@H](C2)CF)=O)CC2=C(C=CC=C2)F